C(C)(=O)O[C@H]1[C@H](S[Si](C(C)C)(C(C)C)C(C)C)O[C@@H]([C@@H]([C@@H]1N=[N+]=[N-])OC(C)=O)COC(C)=O tri-isopropylsilyl 2,4,6-tri-O-acetyl-3-azido-3-deoxy-1-thio-β-D-galactopyranoside